4-((5-(imidazo[1,2-a]pyrimidin-6-yl)-7H-pyrrolo[2,3-d]pyrimidin-2-yl)amino)-N,N-dimethylcyclohexane-1-carboxamide N=1C=CN2C1N=CC(=C2)C2=CNC=1N=C(N=CC12)NC1CCC(CC1)C(=O)N(C)C